Cl.FC1=C(C#N)C=CC(=C1)N1CCNCC1 2-fluoro-4-(piperazin-1-yl)benzonitrile hydrochloride